1-chloro-6-(6-(methyl(2,2,6,6-tetramethylpiperidin-4-yl)amino)pyridazin-3-yl)naphthalene-2,7-diol ClC1=C(C=CC2=CC(=C(C=C12)O)C=1N=NC(=CC1)N(C1CC(NC(C1)(C)C)(C)C)C)O